SCO[Si](OC)(C)CCC mercapto-propylmethyldimethoxysilane